CC(CBr)=CCBr cis-2-methyl-1,4-dibromo-2-butene